[Mn].[Co].[Ni].BrC=1C=CC2=CN(N=C2C1)C=1C=C(N)C=CC1 3-(6-bromo-2H-indazol-2-yl)aniline nickel cobalt manganese